5-((3-((4,5-Dimethylthiazol-2-yl)carbamoyl)-4-methylphenyl)amino)pentanoic acid CC=1N=C(SC1C)NC(=O)C=1C=C(C=CC1C)NCCCCC(=O)O